1-((benzyloxy)carbonyl)-4-ethyl-2,5-dihydro-1H-pyrrole-3-carboxylic acid C(C1=CC=CC=C1)OC(=O)N1CC(=C(C1)CC)C(=O)O